C(C)(C)(C)OC(=O)N1CCC(CC1)(C)C(N)=NOCC(CN1CCC(CC1)F)O 4-[N'-[3-(4-fluoro-1-piperidinyl)-2-hydroxy-propoxy]carbamimidoyl]-4-methyl-piperidine-1-carboxylic acid tert-butyl ester